ethyl (4R,5R)-4-(3-(bis(4-methoxybenzyl)amino)-2-fluoro-5-methyl-6-(trifluoromethyl)phenyl)-5-methyl-2-oxocyclohexane-1-carboxylate COC1=CC=C(CN(C=2C(=C(C(=C(C2)C)C(F)(F)F)[C@@H]2CC(C(C[C@H]2C)C(=O)OCC)=O)F)CC2=CC=C(C=C2)OC)C=C1